N4-ethyl-N2-(8-(morpholino-sulfonyl)-2,3-dihydro-benzo[b][1,4]dioxin-5-yl)-5-(trifluoromethyl)-7H-pyrrolo[2,3-d]pyrimidine-2,4-diamine C(C)NC=1C2=C(N=C(N1)NC1=CC=C(C=3OCCOC31)S(=O)(=O)C3CNCCO3)NC=C2C(F)(F)F